hydroquinone monosodium salt [Na].C1(O)=CC=C(O)C=C1